BrC=1C=CC(=NC1)N1CCN(CC1)C(=O)OC(C)(C)C tert-butyl 4-(5-bromo-2-pyridyl)piperazine-1-carboxylate